C(CCCCN)N.[Cl] chlorine 1,5-Pentanediamine